2-methyl-2-[5-[(3S)-3-amino-5,5,7-trifluoro-1-[[4-(5-methoxy-2-pyridyl)phenyl]methyl]-2-oxo-3,4-dihydro-1-benzazepin-8-yl]-1,3,4-oxadiazol-2-yl]propanenitrile CC(C#N)(C)C=1OC(=NN1)C1=CC2=C(C(C[C@@H](C(N2CC2=CC=C(C=C2)C2=NC=C(C=C2)OC)=O)N)(F)F)C=C1F